3-((2-amino-3-chloropyridin-4-yl)thio)-6-((1S,6R,7R)-7-(aminomethyl)-7-(2,5-difluorophenyl)-3-azabicyclo[4.1.0]heptan-3-yl)pyrazin-2-amine NC1=NC=CC(=C1Cl)SC=1C(=NC(=CN1)N1C[C@@H]2[C@]([C@@H]2CC1)(C1=C(C=CC(=C1)F)F)CN)N